(1-(6-(3-methoxytetrahydrofuran-3-yl)pyridin-2-yl)-1H-pyrrolo[3,2-c]pyridin-6-yl)cyclopropylcarboxamide COC1(COCC1)C1=CC=CC(=N1)N1C=CC=2C=NC(=CC21)NC(=O)C2CC2